FC1=CC(=CC2=CN(N=C12)C1CCNCC1)C=1C=CC=2C(N1)=CN(N2)C 5-[7-fluoro-2-(4-piperidinyl)indazol-5-yl]-2-methyl-pyrazolo[4,3-b]pyridine